C(CC)S(=O)(=O)O.NNC(=S)N thiosemicarbazide propanesulfonate